(3a'S,6'R,8a'S,8b'S)-6'-Phenyl-2,3,3a',5,6,8',8a',8b'-octahydro-4'H,6'H-spiro[pyran-4,3'-pyrazolo[3',4':3,4]pyrrolo[1,2-c]oxazol]-4'-one C1(=CC=CC=C1)[C@H]1OC[C@H]2N1C([C@H]1[C@@H]2N=NC12CCOCC2)=O